7-bromo-8-Chloroisoquinolin-3-yl trifluoromethanesulfonate FC(S(=O)(=O)OC=1N=CC2=C(C(=CC=C2C1)Br)Cl)(F)F